The molecule is a trihydroxy-5beta-cholanic acid in which the three hydroxy substituents are located at the 3alpha-, 6alpha- and 7alpha-positions. It has a role as a mouse metabolite, a human urinary metabolite and a rat metabolite. It is a C24-steroid, a 6alpha-hydroxy steroid, a 7alpha-hydroxy steroid and a member of muricholic acids. It is a conjugate acid of a hyocholate. C[C@H](CCC(=O)O)[C@H]1CC[C@@H]2[C@@]1(CC[C@H]3[C@H]2[C@@H]([C@@H]([C@H]4[C@@]3(CC[C@H](C4)O)C)O)O)C